methyl (1S,3R,4R,5R)-4-{[(2E)-3-(3,4-dihydroxyphenyl)prop-2-enoyl]oxy}-1,3-dihydroxy-5-{[(2E)-3-(3-hydroxy-4-methoxyphenyl)prop-2-enoyl]oxy}cyclohexane-1-carboxylate OC=1C=C(C=CC1O)/C=C/C(=O)O[C@@H]1[C@@H](C[C@](C[C@H]1OC(\C=C\C1=CC(=C(C=C1)OC)O)=O)(C(=O)OC)O)O